CCCC(CCC(\C=C/CCCCCCCC)O)O (Z)-heptadec-8-ene-4,7-diol